C(=O)(OCC1=CC=CC=C1)NCCCC[C@H](N)C(=O)O N6-Cbz-lysine